F[C@H]1[C@@]2(CCC[C@](C[C@H]1N(C1=CC=C(N=N1)C1=C(C=C(C=C1)C1=NC(N(C=N1)C)=O)O)C)(N2C)C)C 4-(4-(6-(((1S,2R,3R,5R)-2-fluoro-1,5,9-trimethyl-9-azabicyclo[3.3.1]nonan-3-yl)(methyl)amino)pyridazin-3-yl)-3-hydroxyphenyl)-1-methyl-1,3,5-triazin-2(1H)-one